OC=1C=C(C(=O)O[C@H]2[C@H](OC3=CC(=CC(=C3C2)O)O)C2=CC(=C(C(=C2)O)O)O)C=C(C1O)OC(C(C)C)=O (2R,3R)-5,7-dihydroxy-2-(3,4,5-trihydroxyphenyl)chroman-3-yl 3,4-dihydroxy-5-(isobutyryloxy)benzoate